FC1=C(C=CC=C1C(F)(F)F)N(C(=O)[C@H]1N(S(CC1)(=O)=O)C1=NC(=CC(=C1)C(F)(F)F)C)C (S)-N-(2-fluoro-3-(trifluoromethyl)phenyl)-N-methyl-2-(6-methyl-4-(trifluoromethyl)pyridin-2-yl)isothiazolidine-3-carboxamide 1,1-dioxide